ethyl (4-(((R)-4-morpholino-1-(phenylthio)butan-2-yl)amino)-3-nitrophenyl)phosphinate O1CCN(CC1)CC[C@H](CSC1=CC=CC=C1)NC1=C(C=C(C=C1)P(OCC)=O)[N+](=O)[O-]